C1(CC1)C=1N=CC=2C3=C(C=C(C2C1)S(=O)(=O)NCC(C)(C)F)C(CC3)NC3=NC=CC(=C3[N+](=O)[O-])OC 3-cyclopropyl-N-(2-fluoro-2-methyl-propyl)-7-[(4-methoxy-3-nitro-2-pyridyl)amino]-8,9-dihydro-7H-cyclopenta[h]isoquinoline-5-sulfonamide